5,6,7,8-tetrahydro-1,6-naphthyridine hydrochloride Cl.N1=CC=CC=2CNCCC12